5'-methyl-4-pentyl-3-(phenylsulfonyl)-1',2',3',4'-tetrahydro-[1,1'-biphenyl]-2,6-diol CC=1CCCC(C1)C=1C(=C(C(=CC1O)CCCCC)S(=O)(=O)C1=CC=CC=C1)O